N-(5-Chloro-4-methylpyridin-2-yl)-2-(3,3-difluorocyclopentyl)-2-(4-(2-methyl-2H-tetrazol-5-yl)phenyl)acetamide ClC=1C(=CC(=NC1)NC(C(C1=CC=C(C=C1)C=1N=NN(N1)C)C1CC(CC1)(F)F)=O)C